(+)-1-[(3R*,4S*)-4-(2,6-difluoro-4-methoxy-phenyl)-2-oxo-pyrrolidin-3-yl]-3-(4-fluoro-phenyl)urea FC1=C(C(=CC(=C1)OC)F)[C@@H]1[C@H](C(NC1)=O)NC(=O)NC1=CC=C(C=C1)F |o1:10,11|